5-(5-chloro-1-methyl-1H-pyrrolo[2,3-c]pyridin-2-yl)-N-cyclopropyl-6-methoxypyrimidin-4-amine ClC=1C=C2C(=CN1)N(C(=C2)C=2C(=NC=NC2OC)NC2CC2)C